2-methyl-1-(2-methyl-3-(trifluoromethyl)benzyl)-6-morpholino-1H-benzo[d]imidazole-4-carboxylic acid CC1=NC2=C(N1CC1=C(C(=CC=C1)C(F)(F)F)C)C=C(C=C2C(=O)O)N2CCOCC2